C1(=CC=CC=C1)C1=NC(=NC(=N1)C1=CC=CC=C1)C1=CC(=C(C=C1)C1=CC(=CC=C1)C=1C=NC=CC1)C=1C2=CC=CC=C2C=2C=CC=CC2C1 4,6-Diphenyl-2-[2-(phenanthren-9-yl)-3'-(3-pyridyl)biphenyl-4-yl]-1,3,5-triazine